bi(cyclohexyl)-4,4'-diamine C1(CCC(CC1)N)C1CCC(CC1)N